C[C@@H]1CC[C@H](C2=CC[C@H](C[C@]12C)C(=C)C)O The molecule is an eremophilane sesquiterpenoid that is (+)-5-epi-aristolochene carrying an additional 1beta-hydroxy substituent. It is an eremophilane sesquiterpenoid and a secondary allylic alcohol. It derives from a (+)-5-epi-aristolochene.